BrC=1C=C2C(=CC1)C(N(CC21CC1)CC(=O)N[C@H]1CN(CCC1)C1CCC1)=O 2-(6-bromo-1-oxo-spiro[3H-isoquinoline-4,1'-cyclopropane]-2-yl)-N-[(3R)-1-cyclobutyl-3-piperidinyl]Acetamide